N-(4-benzofuran-2-yl-phenyl)-N-(4-benzothiophene-2-yl-phenyl)-N-{4-(2-thiophene-2-yl-benzooxazole-6-yl)-phenyl}-amine O1C(=CC2=C1C=CC=C2)C2=CC=C(C=C2)N(C2=CC=C(C=C2)C2=CC1=C(N=C(O1)C=1SC=CC1)C=C2)C2=CC=C(C=C2)C=2SC1=C(C2)C=CC=C1